N-((1,3-di-tert-butyl-1H-pyrazol-5-yl)carbamoyl)-6,7-dihydro-5H-pyrazolo[5,1-b][1,3]oxazine-3-sulfonamide C(C)(C)(C)N1N=C(C=C1NC(=O)NS(=O)(=O)C=1C=NN2C1OCCC2)C(C)(C)C